sodium methyl myristate C(CCCCCCCCCCCCC)(=O)OC.[Na]